tert.-Butylcumylperoxid C(C)(C)(C)OOC(C)(C)C1=CC=CC=C1